(E)-1-(1,3-Dithian-2-ylidene)-2-(3-methoxyphenyl)-4,4-DIMETHYLPENT-2-en-1-yl diphenylphosphinate C1(=CC=CC=C1)P(OC(\C(=C\C(C)(C)C)\C1=CC(=CC=C1)OC)=C1SCCCS1)(=O)C1=CC=CC=C1